C\C(=C/CC[C@@]1([C@H](CC=2C(=C3CN(C(C3=CC2OC(=O)N2CCSCC2)=O)[C@H](C(=O)O)CCCN2C(C3=CC(=C4C(=C3C2)O[C@@]([C@H](C4)O)(CC\C=C(\CCC=C(C)C)/C)C)OC(=O)N4CCSCC4)=O)O1)O)C)\CCC=C(C)C (S)-2,5-bis((2R,3S)-2-((E)-4,8-dimethylnona-3,7-dien-1-yl)-3-hydroxy-2-methyl-7-oxo-5-((thiomorpholine-4-carbonyl)oxy)-3,4,7,9-tetrahydropyrano[2,3-E]isoindol-8(2H)-yl)pentanoic acid